FCOC1=C(C=CC(=C1)S(=O)(=O)C)NCC#CC=1N(C=2C=CC=C(C2C1)NC1CCC(CC1)N1CCC2(COC2)CC1)CC(F)(F)F 2-(3-{[2-(fluoromethoxy)-4-methanesulfonylphenyl]amino}prop-1-yn-1-yl)-N-[(1R,4R)-4-{2-oxa-7-azaspiro[3.5]nonan-7-yl}cyclohexyl]-1-(2,2,2-trifluoroethyl)-1H-indol-4-amine